FC(C(=O)N)(C1=C(C=CC=C1)C)F difluoro-2-(o-tolyl)acetamide